2-(2,6-dioxo-3-piperidyl)-5-[4-[[(3R)-3-[[1-[6-[5-(1-methylcyclopropoxy)-1H-indazol-3-yl]pyrimidin-4-yl]-4-piperidyl]oxy]pyrrolidin-1-yl]methyl]-1-piperidyl]isoindoline-1,3-dione O=C1NC(CCC1N1C(C2=CC=C(C=C2C1=O)N1CCC(CC1)CN1C[C@@H](CC1)OC1CCN(CC1)C1=NC=NC(=C1)C1=NNC2=CC=C(C=C12)OC1(CC1)C)=O)=O